NCCCNCCCN(C)C N1-(3-aminopropyl)-N3,N3-dimethylpropane-1,3-diamine